1,2-Bis(4-aminophenyl)ethane NC1=CC=C(C=C1)CCC1=CC=C(C=C1)N